[Si](C1=CC=CC=C1)(C1=CC=CC=C1)(C(C)(C)C)OCC(CC1=C(N(C2=CC=C(C=C12)C=1N=C(OC1)I)CC(F)(F)F)C=1C(=NC=CC1)[C@H](C)OC)(C)C (S)-4-(3-(3-((tert-butyldiphenylsilyl)oxy)-2,2-dimethylpropyl)-2-(2-(1-methoxyethyl)pyridin-3-yl)-1-(2,2,2-trifluoroethyl)-1H-indol-5-yl)-2-iodooxazole